C(C)OC(CS(=O)(=O)CC(CCCC(C)(C1=NC(=NN1)C1=C(C=CC(=C1)OC=1C(=C2C=CNC2=CC1F)C=C)F)C=1C=C(C=CC1)CCC(=O)OCC)(C)C)=O ethyl 3-(3-(7-((2-ethoxy-2-oxoethyl)sulfonyl)-2-(3-(2-fluoro-5-((6-fluoro-4-vinyl-1H-indol-5-yl)oxy)phenyl)-1H-1,2,4-triazol-5-yl)-6,6-dimethylheptan-2-yl)phenyl)propanoate